[In].[Ga].[Ga].[Ga] tri-gallium indium